butyl-N-isopropyl-5H-benzo[b]phosphindol-5-amine C(CCC)C1=C2C3=C(P(C2=CC=C1)NC(C)C)C=CC=C3